(2,6-difluorobenzyl)piperazine FC1=C(CN2CCNCC2)C(=CC=C1)F